4-chloro-8,8-difluoro-2-(methylthio)-5,6,7,8-tetrahydroquinazoline ClC1=NC(=NC=2C(CCCC12)(F)F)SC